NC1=C(N=C2N1C=CC=C2C2=C(C=CC=C2OC)F)C(=O)NC2CC(C2)(F)F 3-Amino-N-(3,3-difluorocyclobutyl)-8-(2-fluoro-6-methoxyphenyl)imidazo[1,2-a]pyridine-2-carboxamide